COC1=CC2=C([Si](C3=C2C=C(C(=C3)C#CC3=CC=C(C=C3)C=C(C#N)C#N)OC)(C3=CC=CC=C3)C3=CC=CC=C3)C=C1C#CC1=CC=C(C=C1)C=C(C#N)C#N 2,2'-((((2,8-dimethoxy-5,5-diphenyl-5H-dibenzo[b,d]silole-3,7-diyl)bis(ethyne-2,1-diyl))bis(4,1-phenylene))bis(methanylylidene))dimalononitrile